O[C@]1(CCN(CC12CCCC2)C(=O)N2[C@@H](CNCC2)C2=CC=CC=C2)CN2C=NC(=CC2=O)C=2SC=CC2 3-(((S)-10-Hydroxy-7-((R)-2-phenylpiperazine-1-carbonyl)-7-azaspiro[4.5]decan-10-yl)methyl)-6-(thiophen-2-yl)pyrimidin-4(3H)-one